(S)-4-amino-7-fluoro-N-(1-methyl-1H-pyrazol-4-yl)-N-(6-(trifluoromethyl)-2,3-dihydrobenzofuran-3-yl)pyrrolo[1,2-a]quinoxaline-8-carboxamide NC=1C=2N(C3=CC(=C(C=C3N1)F)C(=O)N([C@@H]1COC3=C1C=CC(=C3)C(F)(F)F)C=3C=NN(C3)C)C=CC2